C(C)[C@]12CN(C[C@H](CC1)N2C(=O)OC(C)(C)C)C(C2=CC=CC=C2)(C2=CC=CC=C2)C2=CC=CC=C2 tert-butyl (1R,5S)-1-ethyl-3-trityl-3,8-diazabicyclo[3.2.1]octane-8-carboxylate